[N+](=O)([O-])C=1C(=C(C(C2=CC=CC=C2)=N)C=CC1)[N+](=O)[O-] bis-nitrobenzophenone imine